(S) or (R)-5-(hydroxymethyl)-1-isopropyl-N'-(((R)-3-methyl-1,2,3,5,6,7-hexahydrodicyclopenta[b,e]pyridin-8-yl)carbamoyl)-1H-pyrazole-3-sulfonimidamide OCC1=CC(=NN1C(C)C)[S@](=O)(N)=NC(NC1=C2C(=NC3=C1CCC3)[C@@H](CC2)C)=O |o1:10|